3-((6-(piperazin-1-yl)pyridin-3-yl)amino)piperidine-2,6-dione hydrochloride Cl.N1(CCNCC1)C1=CC=C(C=N1)NC1C(NC(CC1)=O)=O